O1C(=NC2C1CC=1C=CC=CC12)C1=NC=CC2=CC=CC=C12 1-(3a,8a-dihydro-8H-indeno[1,2-d]oxazol-2-yl)isoquinoline